sodium epoxypropane C1C(C)O1.[Na]